FC1=CC=C(C=C1)N1C(N(C(C=2N=CN=NC21)=O)C)=O 8-(4-fluorophenyl)-6-methylpyrimido[5,4-e][1,2,4]triazin-5,7(6H,8H)-dione